F[C@H]1CN(CC1)CC1CN(C1)C=1N=CC(=NC1)C(=O)NC1=CC2=CN(N=C2C=C1OC)C (R)-5-(3-((3-fluoropyrrolidin-1-yl)methyl)azetidin-1-yl)-N-(6-methoxy-2-methyl-2H-indazol-5-yl)pyrazine-2-carboxamide